Ethyl(7,8-dichloro-4-(1H-imidazol-1-yl) quinolin-2-yl) methioninate N[C@@H](CCSC)C(=O)OC1=NC2=C(C(=CC=C2C(=C1CC)N1C=NC=C1)Cl)Cl